7-bromo-2,2-dimethylchroman-4-one BrC1=CC=C2C(CC(OC2=C1)(C)C)=O